The molecule is a very long-chain fatty acid anion that is the conjugate base of keto mycolic acid, obtained by deprotonation of the carboxy group; major species at pH 7.3. It is a mycolate, a branched-chain fatty acid anion, a very long-chain fatty acid anion and an oxo fatty acid anion. It is a conjugate base of a keto mycolic acid. CCCCCCCCCCCCCCCCCCCCCCC(C(CCCCCCCCCCCCCCCCCC1CC1CCCCCCCCCCCCCCCCC(=O)C(C)CCCCCCCCCCCCCCCCCC)O)C(=O)[O-]